(R)-2-hydroxymethyl-morpholine-4-carboxylic acid tert-butyl ester C(C)(C)(C)OC(=O)N1C[C@@H](OCC1)CO